OC=1C(C=C2[C@@H](C[C@H]3[C@@H]4CC[C@@H]([C@@]4(C)CC[C@@H]3[C@]2(C1)C)O)O)=O 2,6β,17β-trihydroxyandrosta-1,4-dien-3-one